C(C1=CC=CC=C1)OCC(CCCCCCCCC(=O)[O-])(CCCCCCCCC(=O)[O-])C 2-((benzyloxy) methyl)-2-methylpropane-1,3-diyldioctanoate